C1(CCC1)C1=CC(=C2C=C(C(=NC2=C1)O)C(=O)O)O 7-cyclobutyl-2,5-dihydroxyquinoline-3-carboxylic acid